(2R,3S,4S,5S)-4-[[3-(2-ethoxy-3,4-difluoro-phenyl)-4,5-dimethyl-5-(trifluoromethyl)tetrahydrofuran-2-carbonyl]amino]-1-oxo-pyridin-1-ium-2-carboxamide C(C)OC1=C(C=CC(=C1F)F)[C@H]1C(O[C@@]([C@H]1C)(C(F)(F)F)C)C(=O)NC1=C[C@@H]([N+](C=C1)=O)C(=O)N